C1(CCCC1)OCC1=C(C=CC(=C1)NC1(CCOCC1)C(=O)O)C1=C(C(=CC=C1)OC1CC1)F 4-((2-((cyclopentyloxy)methyl)-3'-cyclopropoxy-2'-fluoro-[1,1'-biphenyl]-4-yl)amino)tetrahydro-2H-pyran-4-carboxylic acid